8-(3-fluoro-2-methoxy-6-methylphenyl)-9-(4-((1-(3-fluoropropyl)azetidin-3-yl)methyl)phenyl)-6,7-dihydro-5H-benzo[7]annulene-3-carboxylic acid FC=1C(=C(C(=CC1)C)C=1CCCC2=C(C1C1=CC=C(C=C1)CC1CN(C1)CCCF)C=CC(=C2)C(=O)O)OC